3-[(5-nitro-2-phenoxyphenoxy)methyl]oxetane [N+](=O)([O-])C=1C=CC(=C(OCC2COC2)C1)OC1=CC=CC=C1